C(C=C)(=O)N1C(C2=CC=CC(=C2CC1)C1=C2C=C(NC2=C(C=C1F)C(=O)N)C)C1CC1 4-(2-acryloyl-1-cyclopropyl-1,2,3,4-tetrahydroisoquinolin-5-yl)-5-fluoro-2-methyl-1H-indole-7-carboxamide